C(C)(C)(C)OC(=O)OC=1CC=C(C(C1)C1=C(C(=C(C(=C1F)F)C#N)F)F)C(=O)OC Methyl 5-((tert-butoxycarbonyl)oxy)-4'-cyano-2',3',5',6'-tetrafluoro-1,4-dihydro-[1,1'-biphenyl]-2-carboxylate